B(O)(O)C=1C=C(C(=O)NCC2=CC=C(CN(CC(=O)O)C(C3=CC(=CC(=C3)F)B(O)O)=O)C=C2)C=C(C1)F N-(4-((3-borono-5-fluorobenzamido)methyl)benzyl)-N-(3-borono-5-fluorobenzoyl)glycine